(±)-2-hydroxyoctan-4-one O[C@H](C)CC(CCCC)=O |r|